The molecule is a quaternary ammonium salt that is the tetrakis(N,N,N-trimethylmethammonium) salt of 5-({[4-(13-{4-[({3-carboxy-4-[(2,7-dichloro-6-hydroxy-3-oxo-3H-xanthen-9-yl)methyl]phenyl}carbonyl)amino]-2,5-bis(methyloxy)phenyl}-1,4,10-trioxa-7,13-diazacyclopentadecan-7-yl)-2-hydroxy-5-(methyloxy)phenyl]amino}carbonyl)-2-(2,7-dichloro-6-hydroxy-3-oxo-3H-xanthen-9-yl)benzoic acid. It has a role as a fluorochrome. C[N+](C)(C)C.C[N+](C)(C)C.C[N+](C)(C)C.C[N+](C)(C)C.COC1=CC(=C(C=C1NC(=O)C2=CC(=C(C=C2)C3=C4C=C(C(=O)C=C4OC5=CC(=C(C=C53)Cl)[O-])Cl)C(=O)[O-])OC)N6CCOCCN(CCOCCOCC6)C7=C(C=C(C(=C7)OC)NC(=O)C8=CC(=C(C=C8)C9=C1C=C(C(=O)C=C1OC1=CC(=C(C=C19)Cl)[O-])Cl)C(=O)[O-])OC